C(\C=C\C(=O)OCCN=C=O)(=O)OCCN=C=O di(2-isocyanatoethyl) fumarate